P(=O)(O)(O)O.NC=1C2=C(N=CN1)N(C=C2)[C@H]2[C@@H]([C@@]([C@H](O2)[C@H](O)C2=CC(=C(C=C2)Cl)Cl)(O)C)O (2R,3S,4R,5R)-5-(4-amino-7H-pyrrolo[2,3-d]pyrimidin-7-yl)-2-((R)-(3,4-dichlorophenyl)(hydroxy)methyl)-3-methyltetrahydrofuran-3,4-diol, phosphate salt